C[C@@]12C(=CC=C1C1=CCC3CCCC[C@@H]3[C@H]1CC2)CC(=O)[O-] estratriene-17-acetate